4-(4-amino-1,3-dioxoisoindolin-2-yl)butyric acid NC1=C2C(N(C(C2=CC=C1)=O)CCCC(=O)O)=O